6-(1-fluorocyclopentyl)pyridine FC1(CCCC1)C1=CC=CC=N1